2,6-dichloro-N-[2-(1H-indol-3-yl)ethyl]-5-[(2R)-2-amino-3,3,3-trifluoro-propoxy]pyrimidine-4-amine ClC1=NC(=C(C(=N1)NCCC1=CNC2=CC=CC=C12)OC[C@H](C(F)(F)F)N)Cl